(5-(1,1,3,3-tetrafluoro-2-hydroxypropan-2-yl)-[1,2,4]triazolo[1,5-a]pyridin-8-yl)boronic acid FC(C(C(F)F)(O)C1=CC=C(C=2N1N=CN2)B(O)O)F